C(C)(C)(C)C1N(CCC2=CC=CC=C12)C1=CC=CC=C1 1-(tert-butyl)-2-phenyl-1,2,3,4-tetrahydroisoquinoline